N-[4-[5-[[(3aR,5s,6aS)-2-(5-bicyclo[2.2.1]hept-2-enylmethyl)-3,3a,4,5,6,6a-hexahydro-1H-cyclopenta[c]pyrrol-5-yl]amino]pyrazin-2-yl]phenyl]acetamide C12C=CC(C(C1)CN1C[C@@H]3[C@H](C1)CC(C3)NC=3N=CC(=NC3)C3=CC=C(C=C3)NC(C)=O)C2